N-(2-(2-cyano-5,5-difluoropiperidin-1-yl)-2-oxoethyl)-3-((4-fluorobenzyl)amino)isonicotinamide C(#N)C1N(CC(CC1)(F)F)C(CNC(C1=C(C=NC=C1)NCC1=CC=C(C=C1)F)=O)=O